C(CCC)C(CCCCC)O butylhexan-1-ol